NC1=C2N(C(N(C2=NC=N1)C1CN(C1)C(\C=C\C=C)=O)=O)C1=CC=C(C=C1)OC1=CC=CC=C1 6-amino-9-{1-[(2E)-2,4-pentadienoyl]-3-azetidinyl}-7-(4-phenoxyphenyl)-7,9-dihydro-8H-purin-8-one